manganese tetrakis(carboxyphenyl)porphyrin C(=O)(O)C1=C(C=CC=C1)C1=C2C=CC(C(=C3C=CC(=C(C=4C=CC(=C(C5=CC=C1N5)C5=C(C=CC=C5)C(=O)O)N4)C4=C(C=CC=C4)C(=O)O)N3)C3=C(C=CC=C3)C(=O)O)=N2.[Mn]